3-(2,3,4,5,6-pentafluorophenoxy)azetidine FC1=C(OC2CNC2)C(=C(C(=C1F)F)F)F